Dichlorobenzeneboronic acid ClC=1C(=C(C=CC1)B(O)O)Cl